4-((S)-3-((R)-3-cyclopropyl-3-phenylpropionamido)-2-(dimethylamino)propyl)benzamide C1(CC1)[C@@H](CC(=O)NC[C@H](CC1=CC=C(C(=O)N)C=C1)N(C)C)C1=CC=CC=C1